C(C1=CC=CC=C1)N1C[C@@H]2[C@H](C1)[C@@H](CC2)NCC2=CC=C(C=C2)OC (3aR,4R,6aS)-2-benzyl-N-(4-methoxybenzyl)octahydrocyclopenta[c]pyrrol-4-amine